Ethyl 3-phenylbenzoat C1(=CC=CC=C1)C=1C=C(C(=O)OCC)C=CC1